4-[(trans-4-aminocyclohexyl)amino]-N'-(2-chloro-5-fluoro-phenyl)-6-(4-methoxy-2-prop-1-ynyl-phenyl)pyrrolo[1,2-b]pyridazine-3-carboxamidine N[C@@H]1CC[C@H](CC1)NC=1C=2N(N=CC1C(=NC1=C(C=CC(=C1)F)Cl)N)C=C(C2)C2=C(C=C(C=C2)OC)C#CC